C12C(=CC(CC1)C2)C2=NC(=NN2)[Si](C)(C)CC 5-norbornen-2-yl(ethyl)dimethylsilyl-(1,2,4-triazole)